Cl.C1(CCCCC1)CNCCC(C)NS(=O)(=O)C1=CC=C(C)C=C1 N-(4-((cyclohexylmethyl)amino)butan-2-yl)-4-toluenesulfonamide hydrochloride